C(C=C)(=O)OCC(C(CCC)OCC)C#N (Z)-2-cyano-3-ethoxyhexyl acrylate